FC1=C(C=CC(=C1)S(F)(F)(F)(F)F)\C(\C)=N\[S@](=O)C(C)(C)C (R,E)-N-(1-(2-fluoro-4-(pentafluoro-λ6-sulfanyl)phenyl)ethylidene)-2-methylpropane-2-sulfinamide